bis(2,6-dimethoxybenzoyl)-2,4,4-trimethyl-pentyl-phenyl-phosphine COC1=C(C(=O)C=2C(=C(C=CC2)PCC(CC(C)(C)C)C)C(C2=C(C=CC=C2OC)OC)=O)C(=CC=C1)OC